C1(CC1)N1C(=NN=C1)C1=CC=CC(=N1)N1C(C2=C(C1)C(=CS2)C)=O 5-(6-(4-cyclopropyl-4H-1,2,4-triazol-3-yl)pyridin-2-yl)-3-methyl-4,5-dihydro-6H-thieno[2,3-c]pyrrol-6-one